FC(C(=O)[O-])(F)F.S1C(=NC2=C1C=CC=C2)C(CC2=CC(=CC=C2)C#N)[NH3+] 1-(1,3-benzothiazol-2-yl)-2-(3-cyanophenyl)ethan-1-aminium trifluoroacetate